5-(1-(4-(tert-butoxycarbonyl)piperazin-1-yl)vinyl)-6-methyl-2-(1-methyl-1H-imidazol-2-yl)indolizine-7-carboxylic acid isopropyl ester C(C)(C)OC(=O)C=1C(=C(N2C=C(C=C2C1)C=1N(C=CN1)C)C(=C)N1CCN(CC1)C(=O)OC(C)(C)C)C